C(C=C)(=O)O.NCCCCCCN1C(CCC1=O)=O N-aminohexyl-succinimide acrylate